OC(=O)C(F)(F)F.C(C)OC1=C2CCN(C2=CC=C1)C([C@H]1NCCC1)=O (S)-4-ethoxy-1-prolyl-indoline TFA salt